C(C=C)(=O)OC1C(C(CC1C)C)C 2,3,5-trimethyl-1-cyclopentyl acrylate